lithium 3-methyl-1,2,4-thiadiazole CC1=NSC=N1.[Li]